FC1=CC=C(C=C1)N1CCNCCC1 1-(4-fluorophenyl)-1,4-diazepane